C(#N)C1=CC=C(C=C1)NC(=O)[C@@H]1N(CCCC1)CC1=NC=CC=C1C (2R)-N-(4-cyanophenyl)-1-((3-methylpyridin-2-yl)methyl)piperidine-2-carboxamide